C(C)(=O)[C@]1([C@](C(=O)OC1=O)(O)C(C)=O)O diacetyl-L-tartaric anhydride